CN(C=1C=C2C3=C(NC2=CC1)N=CN=C3N)C N6,N6-dimethyl-9H-pyrimido[4,5-b]indole-4,6-diamine